(+/-)-3-chloro-4-(1,4-oxazepan-3-yl)benzonitrile ClC=1C=C(C#N)C=CC1[C@@H]1COCCCN1 |r|